C(#N)N1CC(NCC1)=O 1-cyano-3-Oxopiperazine